(E)-3-bromo-N'-(3-((4-oxo-4H-benzopyran-3-yl)methoxy)benzylidene)benzoyl-hydrazine BrC=1C=C(C(=O)N/N=C/C2=CC(=CC=C2)OCC2=COC3=C(C2=O)C=CC=C3)C=CC1